(1R)-2-[4-(5,5-dimethyl-1,3,2-dioxaborinan-2-yl)-2H-indazol-2-yl]-1-phenylethan-1-ol CC1(COB(OC1)C=1C2=CN(N=C2C=CC1)C[C@H](O)C1=CC=CC=C1)C